isopropyl N-[2-(1,3-benzodioxol-5-yl)-1-methyl-ethyl]-N-methyl-carbamate O1COC2=C1C=CC(=C2)CC(C)N(C(OC(C)C)=O)C